8-bromo-5-(bromomethyl)quinoline BrC=1C=CC(=C2C=CC=NC12)CBr